C1(CC1)COCCN 2-(cyclopropylmethoxy)-ethanamine